2-((8-(morpholine-4-carbonyl)-2,3-dihydrobenzo[b][1,4]dioxin-5-yl)amino)-4-((tetrahydro-2H-pyran-4-yl)amino)-7H-pyrrolo[2,3-d]pyrimidine-5-carbonitrile N1(CCOCC1)C(=O)C1=CC=C(C2=C1OCCO2)NC=2N=C(C1=C(N2)NC=C1C#N)NC1CCOCC1